5-aminopyridine-2-carbonitrile NC=1C=CC(=NC1)C#N